3-(((2S,3R)-3-(3,3-difluorobutyl)-2-fluoro-5-(4-fluorophenyl)-1,1-dioxido-7-(trifluoromethyl)-2,3,4,5-tetrahydrobenzo[b][1,4]thiazepin-8-yl)oxy)-2,2-dimethylpropanoic acid FC(CC[C@@H]1CN(C2=C(S([C@@H]1F)(=O)=O)C=C(C(=C2)C(F)(F)F)OCC(C(=O)O)(C)C)C2=CC=C(C=C2)F)(C)F